(S)-4-{2-(4-Ethylthiazol-2-yl)-2-[2-(3-methoxyphenyl)acetylamino]Ethyl}-phenyl-sulfamic acid C(C)C=1N=C(SC1)[C@H](CC1=CC=C(C=C1)NS(O)(=O)=O)NC(CC1=CC(=CC=C1)OC)=O